C(CCCCCCCC)C1=CC=C(C=C1)NC1=CC=C(C=C1)CCCCCCCCC di(p-nonylphenyl)amine